7-(1-(1-cyclohexyl-3-(difluoromethyl)-1H-pyrazol-4-yl)-1H-1,2,3-triazol-4-yl)pyrrolo[1,2-b]pyridazine-3-carbonitrile C1(CCCCC1)N1N=C(C(=C1)N1N=NC(=C1)C1=CC=C2N1N=CC(=C2)C#N)C(F)F